methyl 4-amino-6-bromo-2-oxo-1-phenyl-1,2-dihydroquinoline-3-carboxylate NC1=C(C(N(C2=CC=C(C=C12)Br)C1=CC=CC=C1)=O)C(=O)OC